tert-butyl (2-((4,6-dichloropyrimidin-2-yl)thio)ethyl)carbamate ClC1=NC(=NC(=C1)Cl)SCCNC(OC(C)(C)C)=O